[Na+].[SeH-]=[Se] diselenide sodium